F[C@]1([C@H]([C@]([C@@H](O1)N1C(=O)N=C(N)C=C1)(O)C)O)CO 4'-Fluoro-2'-methylcytidin